8-chloro-5-oxo-1,2,3,5-tetrahydroindolizine-7-sulfonyl chloride ClC=1C(=CC(N2CCCC12)=O)S(=O)(=O)Cl